COC(=O)N1C[C@H](CCC1)C1=NC(=NO1)C1=C(C(=C(C(=C1)F)C)NC(=O)C1=CN=C2N1C=CC=C2)F (S)-3-(3-(2,5-difluoro-3-(imidazo[1,2-a]pyridine-3-carboxamido)-4-methylphenyl)-1,2,4-oxadiazol-5-yl)piperidine-1-carboxylic acid methyl ester